FC1(OC(C(C(O1)(F)F)(F)F)(F)F)F perfluoro(1,3-dioxane)